CC1=NOC(=C1)COC1=CC=C2C=C(NC2=C1)CNC(C)=O N-((6-((3-methylisoxazol-5-yl)methoxy)-1H-indol-2-yl)methyl)acetamide